FCCCN1CC(C1)CC1=CC=C(C=C1)C1=C(CCCC2=C1C=CC(=C2)C(=O)O)C=2C=NC=CC2C(F)(F)F 9-(4-((1-(3-fluoropropyl)azetidin-3-yl)methyl)phenyl)-8-(4-(trifluoromethyl)pyridin-3-yl)-6,7-dihydro-5H-benzo[7]annulene-3-carboxylic acid